3-((2-chloro-4-(trifluoromethyl)phenoxy)-methyl)benzenesulfonamide ClC1=C(OCC=2C=C(C=CC2)S(=O)(=O)N)C=CC(=C1)C(F)(F)F